C(C)(=O)N1C[C@H](CCC1)N1N=CC(=C1C)C=1C=C(C=2N(C1)N=CC2C#N)SC2=NC(=C(C=C2F)F)C (S)-6-(1-(1-acetylpiperidin-3-yl)-5-methyl-1H-pyrazol-4-yl)-4-((3,5-difluoro-6-methylpyridin-2-yl)thio)pyrazolo[1,5-a]pyridine-3-carbonitrile